(E)-3-(4-chlorobenzylidene)-1-(4-(pyridin-4-yl)phenyl)pyrrolidine-2,5-dione ClC1=CC=C(\C=C/2\C(N(C(C2)=O)C2=CC=C(C=C2)C2=CC=NC=C2)=O)C=C1